FC(C(=CC(C(F)(F)F)(F)F)C(F)(F)F)(F)F 1,1,1,4,4,5,5,5-octafluoro-2-trifluoromethyl-2-pentene